lead L-tryptophan methyl ester hydrochloride Cl.COC([C@@H](N)CC1=CNC2=CC=CC=C12)=O.[Pb]